FC(CCCCN(C(=O)C1(CCN(CC1)C(=O)OC(C)(C)C)C(F)(F)F)C)(CC)F tert-butyl 4-(((4,4-difluorohexyl)methyl)(methyl)carbamoyl)-4-(trifluoromethyl)piperidine-1-carboxylate